6-(3-cyano-4-(pyrrolidin-1-yl)phenyl)-1-(2-(3-methoxyazetidin-1-yl)benzo[d]oxazol-6-yl)-4-oxo-1,4-dihydropyridine-3-carboxylic acid C(#N)C=1C=C(C=CC1N1CCCC1)C1=CC(C(=CN1C1=CC2=C(N=C(O2)N2CC(C2)OC)C=C1)C(=O)O)=O